2-Chloro-N-[2-(1H-indazole-4-carbonyl)-5-methyl-3-pyridyl]acetamide ClCC(=O)NC=1C(=NC=C(C1)C)C(=O)C=1C=2C=NNC2C=CC1